COC(C)=O.C(C(=O)O)(=O)O oxalic acid methyl-acetate